C(C1=CC=CC=C1)O\N=C(/C(=O)OCC)\C=1N=C(SC1)N\C(=N\C(=O)OC(C)(C)C)\NC(=O)OC(C)(C)C ethyl (Z)-2-((benzyloxy)imino)-2-(2-((E)-2,3-bis(tert-butoxycarbonyl)guanidino)thiazol-4-yl)acetate